[Br-].C(#N)C=1C=CC(=C(C1)CC[N+](C)(C)C)[C@@H]1C(=C(N(C=2N1C(NN2)=O)C2=CC(=CC=C2)C(F)(F)F)C)C(=O)OC (2-{5-cyano-2-[(R)-6-methoxycarbonyl-7-methyl-3-oxo-8-(3-trifluoromethyl-phenyl)-2,3,5,8-tetrahydro-[1,2,4]triazolo[4,3-a]pyrimidin-5-yl]-phenyl}-ethyl)-trimethyl-ammonium bromide salt